C(CC[NH2+]CC(=O)[C@H]([C@@H]([C@@H](CO)O)O)O)C[C@@H](C(=O)[O-])[NH3+] The molecule is an amino-acid cation comprising fructosyllysine having a deprotonated carboxy group and both amino groups protonated; major species at pH 7.3. It is a conjugate acid of a fructosyllysine.